[N+](=O)([O-])C1=CC=C(C=C1)C(CNC(OC(C)(C)C)=O)=O tert-butyl (2-(4-nitrophenyl)-2-oxoethyl)carbamate